FC1=CC=C(OC[C@H]2N(C3CC([C@@H]2C)C3)C(=O)C=3N=C(SC3C3=NC=CC=C3)C)C=C1 (3s,4s)-3-[(4-fluorophenoxy)methyl]-4-methyl-2-[2-methyl-5-(pyridin-2-yl)-1,3-thiazole-4-carbonyl]-2-azabicyclo[3.1.1]heptane